C(C1=CC=CC=C1)OC1=C(C(OC12CCC(CC2)OCCOCCOCCOCCOCCOCCOCC(=O)O)=O)C2=C(C=C(C=C2C)C)C 20-(((5r,8r)-4-(benzyloxy)-3-mesityl-2-oxo-1-oxaspiro[4.5]dec-3-en-8-yl)oxy)-3,6,9,12,15,18-hexaoxaicosan-1-oic acid